methyl 5-(5-amino-6-methylpyridin-2-yl)-3-methyl-1,2-oxazole-4-carboxylate NC=1C=CC(=NC1C)C1=C(C(=NO1)C)C(=O)OC